CC1SSC(S1)CCCCC 3-Methyl-5-pentyl-1,2,4-trithiolane